6-(((7-(2-aminopyrimidin-4-yl)-2,3-dihydrofuro[3,2-c]pyridin-4-yl)amino)methyl)-N-methylpyridineamide NC1=NC=CC(=N1)C=1C2=C(C(=NC1)NCC1=CC=CC(=N1)C(=O)NC)CCO2